4-[4-[[3-Fluoro-4-(5-hydroxypyridin-3-yl)phenyl]methyl]piperazin-1-yl]-N-[4-(2-phenylsulfanylethylamino)-3-(trifluoromethyl)phenyl]sulfonylbenzamide FC=1C=C(C=CC1C=1C=NC=C(C1)O)CN1CCN(CC1)C1=CC=C(C(=O)NS(=O)(=O)C2=CC(=C(C=C2)NCCSC2=CC=CC=C2)C(F)(F)F)C=C1